1,3,5-naphthalenetrisulfonic acid C1(=CC(=CC=2C(=CC=CC12)S(=O)(=O)O)S(=O)(=O)O)S(=O)(=O)O